4-(2-hydroxyethyl)-4-aminobenzaldehyde OCCC1(CC=C(C=O)C=C1)N